Perfluorononanol FC(C(C(C(C(C(C(C(C(F)(F)F)(F)F)(F)F)(F)F)(F)F)(F)F)(F)F)(F)F)(O)F